2-(4-((3-(4-methoxyphenyl)-2,5-dioxoimidazolin-1-yl)methyl)-2,6-dimethylphenoxy)-2-methylpropanoic acid COC1=CC=C(C=C1)N1C(N(C(C1)=O)CC1=CC(=C(OC(C(=O)O)(C)C)C(=C1)C)C)=O